5-(4-aminophenyl)-2-[1-[5-[3-[3-[[ethyl(methyl)sulfamoyl]amino]-2,6-difluoro-benzoyl]-1-trityl-indol-5-yl]pyrimidin-2-yl]-4-piperidyl]-6,7-dihydro-4H-pyrazolo[4,3-c]pyridine NC1=CC=C(C=C1)N1CC=2C(CC1)=NN(C2)C2CCN(CC2)C2=NC=C(C=N2)C=2C=C1C(=CN(C1=CC2)C(C2=CC=CC=C2)(C2=CC=CC=C2)C2=CC=CC=C2)C(C2=C(C(=CC=C2F)NS(N(C)CC)(=O)=O)F)=O